NCC1=CC=C(C=C1)N1C=NCC1 p-aminomethyl-phenyl-imidazoline